5-(2-fluoro-2,3-dihydro-1H-inden-4-yl)-3-iodo-6-methoxy-1H-pyrazolo[4,3-b]Pyridine-1-carboxylic acid tert-butyl ester C(C)(C)(C)OC(=O)N1N=C(C2=NC(=C(C=C21)OC)C2=C1CC(CC1=CC=C2)F)I